tert-butyl 4-(7-(6-((2S,6R)-2,6-dimethylmorpholino)pyridin-3-yl)-5-(methoxycarbonyl)-2,4-dimethylbenzo[d][1,3]dioxol-2-yl)pyridin-1-carboxylate C[C@@H]1O[C@@H](CN(C1)C1=CC=C(C=N1)C1=CC(=C(C2=C1OC(O2)(C)C2=CCN(C=C2)C(=O)OC(C)(C)C)C)C(=O)OC)C